COC(C1=C(C(=C(C=C1)C)C(N)=S)C)=O thiocarbamoyl-2,4-dimethylbenzoic acid methyl ester